tert-butyl (3-cyano-5-nitrophenyl)carbamate C(#N)C=1C=C(C=C(C1)[N+](=O)[O-])NC(OC(C)(C)C)=O